C1(CC1)C1=CC=C(C=C1)B(O)O (4-cyclopropylphenyl)boronic acid